(2S,4S)-4-fluoro-1-methyl-pyrrolidone F[C@H]1CC(N(C1)C)=O